S1C(=NC2=C1C=CC=C2)[C@@H](CC2=CC(=CC=C2)C(N)=N)NS(=O)(=O)C=2C=C(C=CC2)NC(=O)C=2C=NC=CC2 N-[3-[[(1R)-1-(1,3-benzothiazol-2-yl)-2-(3-carbamimidoylphenyl)ethyl]sulfamoyl]phenyl]pyridine-3-carboxamide